N-(4-(N-(3-cyano-4-methyl-1H-indol-7-yl)sulfamoyl)benzyl)-2-(2-((5-((4-(thieno[3,2-b]pyridin-7-yloxy)piperidin-1-yl)methyl)isoxazol-3-yl)oxy)ethoxy)acetamide C(#N)C1=CNC2=C(C=CC(=C12)C)NS(=O)(=O)C1=CC=C(CNC(COCCOC2=NOC(=C2)CN2CCC(CC2)OC2=C3C(=NC=C2)C=CS3)=O)C=C1